C(C)C=1C=C(C=CC1C1=C(C(=C(C2=CC=CC=C12)O)\N=N\[H])S(=O)(=O)O)C1=CC(=C(C=C1)C1=C(C(=C(C2=CC=CC=C12)O)\N=N\[H])S(=O)(=O)O)CC 1,1'-(3,3'-diethyl[1,1'-biphenyl]-4,4'-diyl)bis{4-hydroxy-3-[(E)-diazenyl]naphthalene-2-sulfonic acid}